COC=1C=C(OC2=CC=C(C=C2)C2=CC3=C(C(N(C(O3)=O)CC(=O)O)=O)N=C2)C=CC1 2-{7-[4-(3-methoxyphenoxy)phenyl]-2,4-dioxo-2H-pyrido[2,3-e][1,3]oxazin-3(4H)-yl}acetic acid